Methyltrioctylammonium bis(trifluoromethylsulfonyl)imide [N-](S(=O)(=O)C(F)(F)F)S(=O)(=O)C(F)(F)F.C[N+](CCCCCCCC)(CCCCCCCC)CCCCCCCC